FC(C1=NC(=NO1)C1=CC=2CN(CCC2S1)C(CC1=CC=C(C=C1)C(F)(F)F)=O)(F)F 1-(2-(5-(trifluoromethyl)-1,2,4-oxadiazol-3-yl)-6,7-dihydrothieno[3,2-c]pyridin-5(4H)-yl)-2-(4-(trifluoromethyl)phenyl)ethan-1-one